2,2,2-trichloroethyl (3-((tert-butyl dimethylsilyl)oxy)-2-(3-(trifluoromethoxy) benzyl) propyl)carbamate [Si](C)(C)(C(C)(C)C)OCC(CNC(OCC(Cl)(Cl)Cl)=O)CC1=CC(=CC=C1)OC(F)(F)F